C1(=CC=CC=C1)SC1=CC=C(C=C1)S(=O)(=O)Cl 4-(phenylthio)benzenesulfonyl chloride